FC(S(=O)(=O)O)(F)F.C(CCC)S(=O)(=O)O 1-butanesulfonic acid trifluoromethanesulfonate